N(=[N+]=[N-])CCCNC([C@H](CC1=CC=C(C=C1)N(CCCl)CCCl)NC(OC(C)(C)C)=O)=O (S)-tert-butyl (1-((3-azidopropyl)amino)-3-(4-(bis(2-chloroethyl)amino)phenyl)-1-oxopropan-2-yl)carbamate